C([C@@]12C=CC[C@H]1[C@@H]1CC[C@H]3CC(=O)CC[C@]3(C)[C@H]1CC2)([2H])([2H])[2H] androstenone-d3